3-(4-methyl-3-((1-(naphthalen-1-yl)cyclopropyl)carbamoyl) phenoxy)azetidine-1-carboxylate CC1=C(C=C(OC2CN(C2)C(=O)[O-])C=C1)C(NC1(CC1)C1=CC=CC2=CC=CC=C12)=O